C(CCCCCCCCC)N(CCCCCCCCCC)CC(=O)OCCC propyl N,N-didecylaminoacetate